nickel tantalum silver-copper [Cu].[Ag].[Ta].[Ni]